ClC=1C=CC(=C(C(=O)NCCCCCCCC(=O)O)C1)O.N1C=CC=C1 1H-pyrrole 8-(5-chloro-2-hydroxybenzoamido)octanoic acid salt